ClC1=NC=2N(C(=C1[2H])C(=O)OC)N=C(N2)N2CCOCC2 methyl 5-chloro-6-deuterio-2-morpholino-[1,2,4]triazolo[1,5-a]pyrimidine-7-carboxylate